ClC1=C(C(=O)NC=2C=CC=C3C=CC=NC23)C=CC=C1 2-chloro-N-(quinolin-8-yl)benzamide